ClC=1C=C(C=CC1F)[C@H](NC(=O)N1CC(NCC1)=O)C12CC(C1)(C2)C(F)(F)F |o1:8| N-((R or S)-(3-chloro-4-fluorophenyl)(3-(trifluoromethyl)bicyclo[1.1.1]pentan-1-yl)methyl)-3-oxopiperazine-1-carboxamide